Ethyl (S)-3-((tert-butoxycarbonyl)amino)-3-(4-fluoro-4'-methoxy-2',5,6'-trimethyl-[1,1'-biphenyl]-3-yl)propanoate C(C)(C)(C)OC(=O)N[C@@H](CC(=O)OCC)C=1C=C(C=C(C1F)C)C1=C(C=C(C=C1C)OC)C